N-(4-(5-(1-propenylpiperidin-4-yl)-7-((2-(trimethylsilyl)ethoxy)methyl)-7H-pyrrolo[2,3-d]pyrimidin-4-yl)-2-fluorobenzyl)-4-(tert-butyl)benzamide C(=CC)N1CCC(CC1)C1=CN(C=2N=CN=C(C21)C2=CC(=C(CNC(C1=CC=C(C=C1)C(C)(C)C)=O)C=C2)F)COCC[Si](C)(C)C